(cis)-N-(3-chloro-4-(pyrimidin-2-yl)phenyl)-8-(1-(difluoromethyl)-1H-pyrazol-3-yl)-2-fluoro-8-methyl-7,8-dihydro-6H-cyclopenta[e]pyrazolo[1,5-a]pyrimidine-6-carboxamide ClC=1C=C(C=CC1C1=NC=CC=N1)NC(=O)[C@@H]1C[C@](C2=C1C=NC=1N2N=C(C1)F)(C)C1=NN(C=C1)C(F)F